3-amino-2-cyclohexen-1-one NC1=CC(CCC1)=O